4'-bromo-9,9-diphenyl-9H-9-silafluorene BrC1=CC=C(C=C1)[Si]1(C2=CC=CC=C2C=2C=CC=CC12)C1=CC=CC=C1